CN(C(C1=CN=C(C=C1)C1=NOC(=N1)NC1=NC=CC=C1C)=O)C N,N-dimethyl-6-(5-(3-methylpyridin-2-ylamino)-1,2,4-oxadiazol-3-yl)nicotinamide